N2-(cyclopropylmethyl)-N4-(3,5-difluorophenyl)-6-(6-(trifluoromethyl)pyridin-2-yl)-1,3,5-triazine-2,4-diamine C1(CC1)CNC1=NC(=NC(=N1)NC1=CC(=CC(=C1)F)F)C1=NC(=CC=C1)C(F)(F)F